2,4-dioxo-4-(2,3,4-trifluoro-phenyl)-butyric acid ethyl ester C(C)OC(C(CC(C1=C(C(=C(C=C1)F)F)F)=O)=O)=O